NCCSCCO 2-((2-aminoethyl)thio)ethan-1-ol